aminyl-nitrogen N[N]